butyl (R)-2-(3-((1-(dibenzo[b,d]furan-2-yl)ethyl)amino)-5-methyl-2-oxopyrazin-1(2H)-yl)acetate C1=C(C=CC=2OC3=C(C21)C=CC=C3)[C@@H](C)NC=3C(N(C=C(N3)C)CC(=O)OCCCC)=O